3-(5-((2-(4-(4-((1s,3s)-adamantan-1-yl)benzyl)piperazin-1-yl)ethyl)amino)-2-methyl-4-oxoquinazolin-3(4H)-yl)piperidine-2,6-dione C12(CC3CC(CC(C1)C3)C2)C2=CC=C(CN3CCN(CC3)CCNC3=C1C(N(C(=NC1=CC=C3)C)C3C(NC(CC3)=O)=O)=O)C=C2